C(C(C)C)N1CC2(OC3(CC3)C1)CCN(CC2)CCC2=C(C#N)C=CC=N2 2-(2-(12-Isobutyl-4-oxa-8,12-diazadispiro[2.1.5.3]tridecan-8-yl)ethyl)nicotinonitril